C(C)(C)C1=C(C(=CC(=C1)C(C)C)C(C)C)SC1=C(C=C(C=C1C(C)C)C(C)C)C(C)C 2,4,6-triisopropylphenyl sulfide